C1(CCCCC1)P(C1=C(C=CC=C1)C1=C(C=CC=C1)N(C)C)C1CCCCC1 2-dicyclohexylphosphino-2'-(dimethylamino)biphenyl